6-amino-7-(3-hydroxy-2,6-dimethylphenyl)-2,3-dihydrobenzofuran-5-carboxamide NC1=C(C2=C(CCO2)C=C1C(=O)N)C1=C(C(=CC=C1C)O)C